CCCCCCCCCCCCCC(=O)O[C@H](CCCCCCCCCCC)CC(=O)O[C@@H]1[C@H]([C@@H](O[C@@H]([C@H]1OP(=O)(O)O)CO[C@@]2(C[C@H]([C@H]([C@H](O2)[C@@H](CO)O)O[C@@H]3[C@H]([C@H]([C@@H]([C@H](O3)[C@H](CO)O)O)O[C@@H]4[C@H]([C@H]([C@@H]([C@H](O4)[C@H](CO)O)O)O[C@@H]5[C@@H]([C@H]([C@@H]([C@H](O5)CO)O)O)O)O)O)O[C@@]6(C[C@H]([C@H]([C@H](O6)[C@@H](CO)O)O)O)C(=O)O)C(=O)O)OC[C@@H]7[C@H]([C@@H]([C@H]([C@H](O7)OP(=O)(O)O)NC(=O)C[C@@H](CCCCCCCCCCC)O)OC(=O)C[C@@H](CCCCCCCCCCC)O)O)NC(=O)C[C@@H](CCCCCCCCCCC)OC(=O)CCCCCCCCCCC The molecule is a lipid A derivative having an alpha-D-Glc-(1->3)-L-alpha-D-Hep-(1->3)-L-alpha-D-Hep-(1->5)-[alpha-Kdo-(2->4)]-alpha-Kdo moiety attached to the free primary hydroxy group of lipid A. It is a member of lipid As, a dodecanoate ester and a tetradecanoate ester. It is a conjugate acid of a glucosyl-(heptosyl)2-(KDO)2-lipid A(6-).